N1=C2C(=CC=C1)C(C=C2)=O cyclopenta[b]pyridin-5-one